COC(=O)C=1N(N=NC1C=1C=NC(=CC1)Cl)C 5-(6-chloro-3-pyridinyl)-3-methyl-triazole-4-carboxylic acid methyl ester